C(C1=CC=CC=C1)NC1=NC(=NC=C1)NC1=CC(=C(C(=O)N([C@H]2CNCCC2)C2=NC=CC3=CC=CC(=C23)C)C=C1)F (R)-4-((4-(benzylamino)pyrimidin-2-yl)amino)-2-fluoro-N-(8-methylisoquinolin-1-yl)-N-(piperidin-3-yl)benzamide